COC1=C(C=C2CC(C(C2=C1)NC(O[C@@H]1CN2CCC1CC2)=O)(C)C)C2=CC(=NC=C2)OC (S)-quinuclidin-3-yl (6-methoxy-5-(2-methoxypyridin-4-yl)-2,2-dimethyl-2,3-dihydro-1H-inden-1-yl)carbamate